C1C2N(CS1)CNC2C#N tetrahydroimidazo[1,5-c]thiazole-7-nitrile